(2-bromo-3-pyridyl) acetate C(C)(=O)OC=1C(=NC=CC1)Br